B([O-])([O-])[O-].C(C(=O)F)(=O)F.[Ca+2].B([O-])([O-])[O-].[Ca+2].[Ca+2] calcium difluorooxalate borate